O=S.[Li] LITHIUM OXYSULFIDE